1,3-dipropyl-phenylxanthine C(CC)C1(CC(=CC=C1)CCC)C1=NC=2NC(NC(C2N1)=O)=O